CC1=C(C=CC=C1C)N1CCN(CC1)C(CN1N=C(C2=C1CCC2)C(=O)N2CCC1(CCOC1=O)CC2)=O 8-(1-{2-[4-(2,3-dimethylphenyl)piperazin-1-yl]-2-oxoethyl}-1,4,5,6-tetrahydrocyclopenta[c]pyrazole-3-carbonyl)-2-oxa-8-azaspiro[4.5]decan-1-one